C1(CC1)C=1C(=NC=C(C1)C=O)C(=O)O cyclopropyl-5-formyl-picolinic acid